FC1(CC(C1)OC(CO)CO)F 2-(3,3-difluorocyclobutoxy)propane-1,3-diol